C(#N)C=1C=C(C=CC1)S(=O)(=O)NC1CC(C1)NC1=C2C(=NC=C1C(=O)OCC)NC=C2 ethyl 4-(((1r,3r)-3-((3-cyanophenyl)sulfonamido)cyclobutyl)amino)-1H-pyrrolo[2,3-b]pyridine-5-carboxylate